ClC1=NC=C(C(=C1)C=1C=NC(=CC1C(=O)O)OCC)OC 2'-chloro-6-ethoxy-5'-methoxy-[3,4'-bipyridine]-4-carboxylic Acid